bis(epoxycyclohexyl)-methyl-carboxylate C12(C(CCCC1)O2)C(C(=O)[O-])C21C(CCCC2)O1